ClC1=CC=CC(=N1)N1CCC2(CN3N([C@@H](CC3)C3=CC(=CC(=C3)F)F)C2=O)CC1 (7'S)-1-(6-chloropyridin-2-yl)-7'-(3,5-difluorophenyl)dihydro-1'H,3'H,5'H-spiro[piperidine-4,2'-pyrazolo[1,2-a]pyrazol]-1'-one